COC(=O)C1=NN(C=N1)C(C)C1=CC=CC=C1 1-(1-Phenylethyl)-1H-1,2,4-triazole-3-carboxylic acid methyl ester